NC=1N=CC(=NC1OC(C)C1=C(C(=CC=C1Cl)F)Cl)C1=CC=C(C(=O)NC[C@H](CN2CCCC2)O)C=C1 4-{5-amino-6-[1-(2,6-dichloro-3-fluoro-phenyl)-ethoxy]-pyrazin-2-yl}-N-((R)-2-hydroxy-3-pyrrolidin-1-yl-propyl)-benzamide